13-Hydroxy-octadecanoic acid OC(CCCCCCCCCCCC(=O)O)CCCCC